Cl.NC(CC(=O)OCC)=N ethyl 3-amino-3-iminopropanoate, hydrochloride